phenylbenzimidazoleOne C1(=CC=CC=C1)C1=CC=CC2=NC(N=C21)=O